3-benzyl-1-(trans-4-((5-cyano-4-(4-cyanophenyl)-pyrimidin-2-yl)amino)cyclohexyl)-1-(5-(1-methyl-1H-pyrazol-4-yl)pyridin-2-yl)urea C(C1=CC=CC=C1)NC(N(C1=NC=C(C=C1)C=1C=NN(C1)C)[C@@H]1CC[C@H](CC1)NC1=NC=C(C(=N1)C1=CC=C(C=C1)C#N)C#N)=O